OC1=C(C(=O)OC2=C(C(=C(C(=O)O)C(=C2C)C)C)C)C(=CC(=C1C)OC(C1=C(C(=C(C(=C1C)C)OC(=O)C1(C(=CC(C=C1C)=O)OC)O)C)C)=O)C 4-((2-hydroxy-4-((4-((1-hydroxy-2-methoxy-6-methyl-4-oxocyclohexa-2,5-diene-1-carbonyl)oxy)-2,3,5,6-tetramethylbenzoyl)oxy)-3,6-dimethylbenzoyl)oxy)-2,3,5,6-tetramethylbenzoic acid